C(#N)C1=C(C=CC=C1)SC=1C=2N(C=C(C1)C=1C=NN(C1)C1CCN(CC1)C([C@H](C)OC)=O)N=CC2C#N (S)-4-((2-cyanophenyl)thio)-6-(1-(1-(2-methoxypropanoyl)piperidin-4-yl)-1H-pyrazol-4-yl)pyrazolo[1,5-a]pyridine-3-carbonitrile